OCC=1OC(OC1CC)=O 4-(hydroxymethyl)-5-ethyl-2H-1,3-dioxol-2-one